N-(4-bromo-2-fluoro-5-methoxy-phenyl)-6-chloro-1H-indole-3-sulfonamide BrC1=CC(=C(C=C1OC)NS(=O)(=O)C1=CNC2=CC(=CC=C12)Cl)F